1-pentacosanol C(CCCCCCCCCCCCCCCCCCCCCCCC)O